(E)-3-(2,2-difluorobenzo[d][1,3]dioxol-5-yl)-1-(4-(5-(1-hydroxycyclobutyl)nicotinoyl)piperazin-1-yl)prop-2-en-1-one FC1(OC2=C(O1)C=CC(=C2)/C=C/C(=O)N2CCN(CC2)C(C2=CN=CC(=C2)C2(CCC2)O)=O)F